(S)-2-((tert-butoxycarbonyl)(methyl)amino)-4-methylpentanoic acid C(C)(C)(C)OC(=O)N([C@H](C(=O)O)CC(C)C)C